CC1(C(C(C(=O)[O-])=C(C=C1)C=CCCCCC(C)C)O)C 3,7-dimethyl-6-octenyl-2-hydroxy-3-methylbenzoate